(1r,2s)-2-{3-[(5-chloro-2-methylpyrimidin-4-yl)amino]-1H-indazol-6-yl}-5'-methoxyspiro[cyclopropane-1,3'-indol]-2'(1'H)-one ClC=1C(=NC(=NC1)C)NC1=NNC2=CC(=CC=C12)[C@@H]1C[C@@]12C(NC1=CC=C(C=C21)OC)=O